5-((5,5-dimethoxypentyl)oxy)-2-(2,6-dioxopiperidin-3-yl)isoindoline-1,3-dione COC(CCCCOC=1C=C2C(N(C(C2=CC1)=O)C1C(NC(CC1)=O)=O)=O)OC